N7-(((3aS,4R,6aR)-4-(4-Chloro-7H-pyrrolo[2,3-d]pyrimidin-7-yl)-2,2-dimethyl-3a,6a-dihydro-4H-cyclopenta[d][1,3]dioxol-6-yl)methyl)-N2-(4-methoxybenzyl)-N7-methylquinoline-2,7-diamine ClC=1C2=C(N=CN1)N(C=C2)[C@@H]2C=C([C@H]1OC(O[C@H]12)(C)C)CN(C1=CC=C2C=CC(=NC2=C1)NCC1=CC=C(C=C1)OC)C